OC1=C(CC2=C(C(=CC(=C2)C)CC2=C(C=CC(=C2)C)O)O)C=C(C=C1)C 2,6-bis-(2-hydroxy-5-methyl-benzyl)-4-methylphenol